t-butyl (R)-3-aminopyrrolidine-1-carboxylate N[C@H]1CN(CC1)C(=O)OC(C)(C)C